C1=NC=C(C2=CC=CC=C12)N1C(NC2=CC=C(C=C2C1=O)OC)=O 3-(isoquinolin-4-yl)-6-methoxyquinazoline-2,4(1H,3H)-dione